4-(3-cyclopropyl-2-ethyl-7-fluoro-2H-indazol-5-yl)-N-(5-((4-ethylpiperazin-1-yl)methyl)pyridin-2-yl)pyrimidin-2-amine C1(CC1)C=1N(N=C2C(=CC(=CC12)C1=NC(=NC=C1)NC1=NC=C(C=C1)CN1CCN(CC1)CC)F)CC